3λ2-indolin-2-one N1C([C]C2=CC=CC=C12)=O